CN1C=NC(=C1)C1=NC2=CC=CC=C2C=C1 2-(1-methyl-1H-imidazol-4-yl)quinoline